N1=CNC2=NC=C(C=C21)B(O)O 3H-imidazo[4,5-b]pyridine-6-boronic acid